4,6-dichloro-2-isopropyl-pyrimidine-5-carbaldehyde ClC1=NC(=NC(=C1C=O)Cl)C(C)C